3-(1-isopropyl-1H-benzo[d][1,2,3]triazol-5-yl)-5-(2-(trifluoro-methoxy)phenyl)-1,2,4-oxadiazole C(C)(C)N1N=NC2=C1C=CC(=C2)C2=NOC(=N2)C2=C(C=CC=C2)OC(F)(F)F